Ethyl 2-((tert-butoxycarbonyl)amino)-6-(2-chlorophenyl)-6-cyano-7-oxo-4,5,6,7-tetrahydrobenzo[b]thiophene-3-carboxylate C(C)(C)(C)OC(=O)NC1=C(C2=C(S1)C(C(CC2)(C#N)C2=C(C=CC=C2)Cl)=O)C(=O)OCC